N-chroman-5-yl-8-(3,5-dichlorophenyl)-4-(dimethylamino)-1,7-naphthyridine-3-carboxamide O1CCCC2=C(C=CC=C12)NC(=O)C=1C=NC2=C(N=CC=C2C1N(C)C)C1=CC(=CC(=C1)Cl)Cl